BrC=1C=CC=2C=3C(C=NC2C1)=NN(N3)CC3=CC=C(C=C3)OC 7-bromo-2-[(4-methoxyphenyl)methyl]-2H-[1,2,3]triazolo[4,5-c]quinoline